3-((tert-butoxycarbonyl)amino)-3-(3-(trifluoromethyl)phenyl)propanoic acid C(C)(C)(C)OC(=O)NC(CC(=O)O)C1=CC(=CC=C1)C(F)(F)F